N-hydroxy-5-norbornene-2,3-dicarboximide p-toluenesulfonate CC1=CC=C(C=C1)S(=O)(=O)O.ON1C(=O)C2C3C=CC(C2C1=O)C3